cis-7-Methyl-2-(oxazol-5-carbonyl)-N-(3,4,5-trifluorophenyl)-2,3,3a,4,10,10a-hexahydro-1H,7H-dipyrrolo[3,4-b:3',4'-f][1,4,5]oxathiazocin-8-carboxamid-5,5-dioxid CN1C(=C2OC[C@@H]3[C@H](NS(C2=C1)(=O)=O)CN(C3)C(=O)C3=CN=CO3)C(=O)NC3=CC(=C(C(=C3)F)F)F